3,3-dimethyl-6-nitroisobenzofuran-1(3H)-one CC1(OC(C2=CC(=CC=C12)[N+](=O)[O-])=O)C